1-[4-(1,1-dimethylethyl)phenyl]-3-(4-methoxyphenyl)propane CC(C)(C)C1=CC=C(C=C1)CCCC1=CC=C(C=C1)OC